N-cyclohexyl-5-(pyridin-2-ylethynyl)-1H-pyrrolo[2,3-b]pyridine-4-Amine C1(CCCCC1)NC=1C2=C(N=CC1C#CC1=NC=CC=C1)NC=C2